meta-xylenediamine C=1(C(=C(C(=CC1)N)C)N)C